1-Cyclopropylpyridin-2-one C1(CC1)N1C(C=CC=C1)=O